C(C)(C)(C)OC(=O)N1C2CN(CC1CC2)C=2C=1N(N=CC2F)C=C(C1)Br 3-(6-bromo-3-fluoropyrrolo[1,2-b]pyridazin-4-yl)-3,8-diazabicyclo[3.2.1]octane-8-carboxylic acid tert-butyl ester